6-((2-(dimethylamino)ethyl)(methyl)amino)-2-methylphthalazin-1(2H)-one CN(CCN(C=1C=C2C=NN(C(C2=CC1)=O)C)C)C